bis(trifluoromethoxy)-4,4'-bismaleimidyl-biphenyl FC(OC=1C(=C(C=CC1N1C(C=CC1=O)=O)C1=CC=C(C=C1)N1C(C=CC1=O)=O)OC(F)(F)F)(F)F